4-{5-[4-(benzyloxy)-2,5-difluorophenyl]-4-{[(4-methoxyphenyl)methyl]amino}-7-methylpyrrolo[3,2-d]pyrimidin-6-yl}aniline C(C1=CC=CC=C1)OC1=CC(=C(C=C1F)N1C(=C(C=2N=CN=C(C21)NCC2=CC=C(C=C2)OC)C)C2=CC=C(N)C=C2)F